3-amino-N-[(6S)-2-[(3R,4S)-4-amino-3-(methoxymethyl)-3-methylpyrrolidin-1-yl]-5,6,7,8-tetrahydroquinolin-6-yl]-6-methylthieno[2,3-b]pyridine-2-carboxamide NC1=C(SC2=NC(=CC=C21)C)C(=O)N[C@@H]2CC=1C=CC(=NC1CC2)N2C[C@@]([C@@H](C2)N)(C)COC